1-(3-bromo-5-chlorophenyl)-3-(3-chlorophenyl)urea BrC=1C=C(C=C(C1)Cl)NC(=O)NC1=CC(=CC=C1)Cl